6'-bromo-2',3'-dihydrospiro[cyclopropane-1,1'-inden]-3'-amine BrC1=CC=C2C(CC3(C2=C1)CC3)N